N1(CCC1)C1=CC=C2C3(CC=4C(=NOC4C2=C1)NS(=O)(=O)C1=C(C=C(C(=O)NC)C=C1)OC)C(C3)C Rac-cis-4-(N-(8'-(azetidin-1-yl)-2-methyl-4'H-spiro[cyclopropane-1,5'-naphtho[2,1-d]isoxazol]-3'-yl)sulfamoyl)-3-methoxy-N-methylbenzamide